COC(NC1=CC=C2C3=CNC([C@H](C/C=C/CCCC2=C1)NC(\C=C\C1=C(C=CC(=C1)Cl)N1N=NN=C1)=O)=N3)=O {(E)-(S)-14-[(E)-3-(5-Chloro-2-tetrazol-1-yl-phenyl)-acryloylamino]-16,18-diaza-tricyclo[13.2.1.02,7]octadeca-1(17),2,4,6,11,15(18)-hexaen-5-yl}-carbamic acid methyl ester